3-(5-methylimidazo[1,2-a]pyridin-2-yl)-5-thioxo-4,5-dihydro-1,2,4-triazol-1-ide CC1=CC=CC=2N1C=C(N2)C2=N[N-]C(N2)=S